C(C)(C)(C)C=1N=C(OC1)C(=O)N[C@H]1C2=C(CN(CC1)CC(F)(F)F)C=C(C=C2)C2=NC=NC(=N2)NC2=NN(C=C2)C (R)-4-(tert-butyl)-N-(8-(4-((1-methyl-1H-pyrazol-3-yl)amino)-1,3,5-triazin-2-yl)-2-(2,2,2-trifluoroethyl)-2,3,4,5-tetrahydro-1H-benzo[c]azepin-5-yl)oxazole-2-carboxamide